ClC=1C(=C(CNC(CN(C(CN2N=C(C3=CC(=CC=C23)NC(=O)C2CCCCC2)C(=O)N)=O)C2CC2)=O)C=CC1)F 1-(2-((2-((3-chloro-2-fluorobenzyl)amino)-2-oxoethyl)(cyclopropyl)amino)-2-oxoethyl)-5-(cyclohexanecarboxamido)-1H-indazole-3-carboxamide